4-(6-chloro-4-(6,6-dimethyl-1,4-diazepan-1-yl)-8-fluoro-2-(((S)-1-methylpyrrolidin-2-yl)methoxy)quinazolin-7-yl)benzo[d]thiazol-2-amine ClC=1C=C2C(=NC(=NC2=C(C1C1=CC=CC2=C1N=C(S2)N)F)OC[C@H]2N(CCC2)C)N2CCNCC(C2)(C)C